2-benzyl-2-dimethylamino-1-(4-morpholinylphenyl)-1-butanone C(C1=CC=CC=C1)C(C(=O)C1=CC=C(C=C1)N1CCOCC1)(CC)N(C)C